2-ethyl-4,4-dimethyl-cyclohexanone C(C)C1C(CCC(C1)(C)C)=O